CC1(CC=C(CC1)CCC=C(C)C)C=O 1-Methyl-4-(4-methyl-3-penten-1-yl)-3-cyclohexencarboxaldehyd